tert-butyl (5-(1-(5,5-difluoro-2-oxotetrahydropyrimidin-1(2H)-yl)-2-((S)-3-methylmorpholino)ethyl)thiazol-2-yl)carbamate FC1(CNC(N(C1)C(CN1[C@H](COCC1)C)C1=CN=C(S1)NC(OC(C)(C)C)=O)=O)F